4-t-butyl-3-hydroxy-2,6-xylene C(C)(C)(C)C1=C(C(=CC(=C1)C)C)O